OC1=CC(=CC(=C1[C@H]1[C@@H](CCC(=C1)C)C(=C)C)OC(=O)NCC(=O)[O-])CCCCC.[Na+] Sodium ((((1'R,2'R)-6-hydroxy-5'-methyl-4-pentyl-2'-(prop-1-en-2-yl)-1',2',3',4'-tetrahydro-[1,1'-biphenyl]-2-yl)oxy)carbonyl)glycinate